7-[[(3aR,4R,6R,6aR)-6-(4-chloropyrrolo[2,3-d]pyrimidin-7-yl)-2,2,3a-trimethyl-6,6a-dihydro-4H-furo[3,4-d][1,3]dioxol-4-yl]methoxy]quinoline ClC=1C2=C(N=CN1)N(C=C2)[C@@H]2O[C@@H]([C@@]1([C@H]2OC(O1)(C)C)C)COC1=CC=C2C=CC=NC2=C1